4-phenyl-3,4-dihydro-2H-benzo[b][1,4]thiazine-6-carboxamide C1(=CC=CC=C1)N1C2=C(SCC1)C=CC(=C2)C(=O)N